ClC=1C=NC=CC1/N=N/C1=C(C=C(C=C1)NC(=O)C1=NC=CN=C1)OC (E)-N-(4-((3-chloropyridin-4-yl)diazenyl)-3-methoxyphenyl)pyrazine-2-carboxamide